(3R)-N-(2-{5-bromo-2H-pyrazolo[3,4-b]pyridin-2-yl}pyridin-4-yl)-3-fluoropyrrolidine BrC1=CC=2C(N=C1)=NN(C2)C2=NC=CC(=C2)N2C[C@@H](CC2)F